CCC1=CC2=CC3=NC(=CC4=C(C(=C([N+]4(CC)[O-])C(=C5C(=C(C(=N5)C(=C1N2)CC)CC)CC)CC)CC)CC)C=C3.[V] vanadium octaethylporphine oxide